CC1=C(C=C(C=C1)C)C(C)N1[C@@H](CN(CC1)C1=C(C(N(C=2C=CC(=NC12)C#N)C)=O)C#N)C 8-[(3R)-4-[1-(2,5-Dimethylphenyl)ethyl]-3-methylpiperazin-1-yl]-5-methyl-6-oxo-5,6-dihydro-1,5-naphthyridin-2,7-dicarbonitril